FC1=CC=C(C=C1)C(N1C[C@@H]2COC(C3=C(N2CC1)C1=C(N(C3=O)C)N=CC(=N1)Br)=O)C1=CC=C(C=C1)F (R)-11-(Bis(4-fluorophenyl)methyl)-2-bromo-5-methyl-9,9a,10,11,12,13-hexahydro-6H-pyrazino[2,1-c]pyrazino[2',3':5,6]pyrido[4,3-e][1,4]oxazepine-6,7(5H)-dione